1-((6-chloropyridazin-3-yl)methyl)-4-cyclobutylpiperazine ClC1=CC=C(N=N1)CN1CCN(CC1)C1CCC1